N1CCC(CC1)C=1N=CN2N=CN=C(C21)N 5-(piperidin-4-yl)imidazo[5,1-f][1,2,4]triazin-4-amine